tert-Butyl (3R,5S)-3,5-Dimethyl-4-(2-((4-(3-methyl-2,6-dioxopiperidin-3-yl)pyridin-2-yl)amino)-2-oxoethyl)piperazine-1-carboxylate C[C@@H]1CN(C[C@@H](N1CC(=O)NC1=NC=CC(=C1)C1(C(NC(CC1)=O)=O)C)C)C(=O)OC(C)(C)C